C(C1=CC=CC=C1)OC1=NC(=CC=C1C1=NN(C2=C(C=CC=C12)OC[C@@H]1CN(CCC1)C(=O)OC(C)(C)C)C)OCC1=CC=CC=C1 tert-butyl (S)-3-(((3-(2,6-bis(benzyloxy)pyridin-3-yl)-1-methyl-1H-indazol-7-yl)oxy)methyl)piperidine-1-carboxylate